2-Benzyl-3-(N-(benzyloxy)formamido)propanoic acid C(C1=CC=CC=C1)C(C(=O)O)CN(C=O)OCC1=CC=CC=C1